C1(CC1)CN1C(=CC2=CC(=CC(=C12)C=1C(=NC(=CC1)CC)C)C1N(CCN(C1)C1=NC=C(C=C1OC)F)C=O)C=1CNCCC1 2-(1-(Cyclopropylmethyl)-7-(6-ethyl-2-methylpyridin-3-yl)-2-(1,2,5,6-tetrahydropyridin-3-yl)-1H-indol-5-yl)(4-(5-fluoro-3-methoxypyridin-2-yl)piperazin-1-yl)methanone